N-[(1S)-1-(2-adamantyl)-2-[4-(3,5-dimethyl-1H-pyrazol-4-yl)anilino]-2-oxo-ethyl]-2-methyl-pyrazole-3-carboxamide C12C(C3CC(CC(C1)C3)C2)[C@@H](C(=O)NC2=CC=C(C=C2)C=2C(=NNC2C)C)NC(=O)C=2N(N=CC2)C